(R)-5-cyclopentyl-pyrazolidine-3-one C1(CCCC1)[C@H]1CC(NN1)=O